(4-(cyclohexylamino)-3-(pyridin-3-yl)phenyl)acrylamide C1(CCCCC1)NC1=C(C=C(C=C1)C(C(=O)N)=C)C=1C=NC=CC1